ClC=1C=C2C(=CNC2=CC1)NC1=NC2=C(N1)C=CC=C2 N-(5-chloro-1H-indol-3-yl)-1H-benzo[d]imidazol-2-amine